2,2-Diphenyl-1-(5-(5-(5-(trifluoromethyl)-1,2,4-oxadiazol-3-yl)thiazol-2-yl)-2,5-diazabicyclo[2.2.1]heptan-2-yl)ethan-1-one C1(=CC=CC=C1)C(C(=O)N1C2CN(C(C1)C2)C=2SC(=CN2)C2=NOC(=N2)C(F)(F)F)C2=CC=CC=C2